C(C)(=O)N1CC(C1)NCC1=CN(C2=NC(=CC=C21)C=2C(=C(C=CC2)C2=C(C(=NC=C2)C2=CC(=C(CNC[C@H]1CCC(N1)=O)C=C2)OC)Cl)Cl)C (R)-5-(((4-(4-(3-(3-(((1-acetylazetidin-3-yl)amino)methyl)-1-methyl-1H-pyrrolo[2,3-b]pyridin-6-yl)-2-chlorophenyl)-3-chloropyridin-2-yl)-2-methoxybenzyl)amino)methyl)pyrrolidin-2-one